2-(5-Bromopyridin-2-yl)-6-(2,4-dimethylphenyl)-5,6,7,8-tetrahydrophthalazin-1(2H)-one BrC=1C=CC(=NC1)N1C(C=2CCC(CC2C=N1)C1=C(C=C(C=C1)C)C)=O